Cl.Cl.NC(C(=O)O)CN1CCCCC1 2-amino-3-(piperidin-1-yl)propanoic acid dihydrochloride